4-fluoro-1-(2-methoxyethyl)-N-(6-(1-methyl-1H-pyrazol-4-yl)isoquinolin-3-yl)piperidine-4-carboxamide FC1(CCN(CC1)CCOC)C(=O)NC=1N=CC2=CC=C(C=C2C1)C=1C=NN(C1)C